rac-5-{2-[(2R,5S)-2-{Imidazo[1,2-a]pyridin-6-Yl}-5-methylpiperidin-1-Yl]-2-oxoacetamido}Pyridine-3-carboxamide N=1C=CN2C1C=CC(=C2)[C@@H]2N(C[C@H](CC2)C)C(C(=O)NC=2C=C(C=NC2)C(=O)N)=O |r|